1-cyclopropyl-N-(1-(2,6-dimethoxyphenyl)-2-(6-ethoxypyridin-2-yl)-1H-imidazo[4,5-b]pyrazin-5-yl)methanesulfonamide C1(CC1)CS(=O)(=O)NC=1N=C2C(=NC1)N(C(=N2)C2=NC(=CC=C2)OCC)C2=C(C=CC=C2OC)OC